CN1CC(N(CC1)C=1C=C(C=C2C=CNC12)C#N)=O 7-(4-Methyl-2-oxopiperazin-1-yl)-1H-indole-5-carbonitrile